IC1=NN(C2=CC(=CC=C12)C=O)C1OCCCC1 iodo-1-(tetrahydro-2H-pyran-2-yl)-1H-indazole-6-carbaldehyde